3-amino-1-(2-(difluoromethyl)-2-methylcyclopropyl)pyridin-2(1H)-one hydrochloride Cl.NC=1C(N(C=CC1)C1C(C1)(C)C(F)F)=O